(R)-N-(2-hydroxypropyl)-5,6-dimethyl-6H-pyrido[4,3-b]carbazole-9-carboxamide O[C@@H](CNC(=O)C1=CC=2C=3C=C4C(=C(C3N(C2C=C1)C)C)C=CN=C4)C